(5S)-6-[(tert-Butyldiphenylsilyl)oxy]-5-methyl-2-oxohexanoic acid ethyl ester C(C)OC(C(CC[C@@H](CO[Si](C1=CC=CC=C1)(C1=CC=CC=C1)C(C)(C)C)C)=O)=O